tert-butyl 2-(3-((3-((4-bromophenyl) (cyclopropyl) amino)-3-oxopropyl) amino) phenoxy)-2-methylpropionate BrC1=CC=C(C=C1)N(C(CCNC=1C=C(OC(C(=O)OC(C)(C)C)(C)C)C=CC1)=O)C1CC1